C(=O)(OC(C)(C)C)N[C@H](CC1=CC=C(C=C1)Br)C(=O)O N-Boc-4-bromo-D-phenylalanine